9,9-bis[4-[(4-vinylphenyl)methoxy]phenyl]fluorene ethyl-4-[4-fluoro-5-[3-(4-fluoro-6-methoxy-isoindolin-5-yl)oxypropoxy]-6-methoxy-benzothiophen-2-yl]-4-oxo-butanoate C(C)OC(CCC(=O)C=1SC2=C(C1)C(=C(C(=C2)OC)OCCCOC=2C(=C1CNCC1=CC2OC)F)F)=O.C(=C)C2=CC=C(C=C2)COC2=CC=C(C=C2)C2(C1=CC=CC=C1C=1C=CC=CC21)C2=CC=C(C=C2)OCC2=CC=C(C=C2)C=C